COCC(CC(C#C)(O)COC)(O)C 1-methoxy-4-(methoxymethyl)-2-methyl-hex-5-yne-2,4-diol